(R)-3-methyl-4-oxo-2-oxa-8-azaspiro[4.5]decan-8-carboxylic acid tert-butyl ester C(C)(C)(C)OC(=O)N1CCC2(C([C@H](OC2)C)=O)CC1